NC1=C(C(=NN1C(CO)C)C1=CC=C(C=C1)CC(=O)NC1=CC(=NO1)CC(C)(C)C)C(=O)N 5-Amino-1-(1-hydroxypropan-2-yl)-3-(4-(2-((3-neopentylisoxazol-5-yl)amino)-2-oxoethyl)phenyl)-1H-pyrazole-4-carboxamide